N'-(7-(trifluoromethyl)chroman-4-ylidene)-4-toluenesulfonyl-hydrazine FC(C1=CC=C2C(CCOC2=C1)=NNS(=O)(=O)C1=CC=C(C)C=C1)(F)F